NC1=NC(=CC=2C1=NN(C2)CC2=NC=CC=C2F)C2=C(C#N)C=CC=C2 (7-amino-2-((3-fluoropyridin-2-yl)methyl)-2H-pyrazolo[3,4-c]pyridin-5-yl)benzonitrile